(3-methyl-4-(pyridin-2-yl)phenyl)methanamine CC=1C=C(C=CC1C1=NC=CC=C1)CN